1-(7,10-dihydropyrido[3,4-d]tetrazolo[1,5-b]pyridazin-9(8H)-yl)ethan-1-one N=1N=NN2N=CC3=C(C21)CN(CC3)C(C)=O